C(C1=CC=CC=C1)N1S(C(C(C2=C1N=C(N2C2=CC=CC=C2)SC)=O)C2=CC=CC=C2)(=O)=O 1-Benzyl-6-(methylthio)-3,5-diphenyl-3,5-dihydroimidazo[4,5-c][1,2]thiazine-4(1H)-one 2,2-Dioxide